FC=1C=C(OC=2C=CC(=NC2)NC(=O)[C@@H]2N(CCC2)C(=O)OC(C)(C)C)C=CC1F tert-butyl (2R)-2-[[5-(3,4-difluorophenoxy)-2-pyridyl]carbamoyl]pyrrolidine-1-carboxylate